5-chloro-N,N-dimethyl-6-[(3-methylpyrrolidin-2-yl)methoxy]Pyridin-2-amine ClC=1C=CC(=NC1OCC1NCCC1C)N(C)C